6-chloro-N-[3-chloro-2-fluoro-4-[(1-fluorocyclopropyl)methoxy]phenyl]pyrido[3,2-d]pyrimidin-4-amine ClC=1C=CC=2N=CN=C(C2N1)NC1=C(C(=C(C=C1)OCC1(CC1)F)Cl)F